C(#N)C=1C=CC2=C(N(C(=N2)NC([C@H](C(C)(C)C)C)=O)C2CCC2)C1 (S)-N-(6-cyano-1-cyclobutyl-1H-benzo[d]imidazol-2-yl)-2,3,3-trimethylbutanamide